FC1=CC=C(C=C1)N1N=CC2=C1C[C@@H]1CCN(C[C@]1(C2)C(=O)C2=NC=CC=C2)S(=O)(=O)C2=CC(=CC=C2)F ((4aR,8aS)-1-(4-fluorophenyl)-6-((3-fluorophenyl)sulfonyl)-4,4a,5,6,7,8,8a,9-octahydro-1H-pyrazolo[3,4-g]isoquinolin-4a-yl)(pyridin-2-yl)methanone